FC=1C(NC=2N(C1)C(C(=C(N2)C(F)(F)F)C=2C=NN(C2)CC(C(F)(F)F)(F)F)=O)=O 3-fluoro-7-[1-(2,2,3,3,3-pentafluoropropyl)-1H-pyrazol-4-yl]-8-(trifluoromethyl)-1H,2H,6H-[1,3]diazino[1,2-a]pyrimidine-2,6-dione